3-((1r,4r)-4-(isopropylamino)cyclohexyl)urea C(C)(C)NC1CCC(CC1)NC(N)=O